N-(cyclopropylsulfonyl)-3-((2,6-dimethylbenzyl)oxy)benzamide C1(CC1)S(=O)(=O)NC(C1=CC(=CC=C1)OCC1=C(C=CC=C1C)C)=O